C1(=CC=CC=C1)C=1N=C(OC1)N1N=CC2=CC=C(C=C12)OC1C=2C=CC(=CC2CCC1)C#N 5-((1-(4-Phenyloxazol-2-yl)-1H-indazol-6-yl)oxy)-5,6,7,8-tetrahydronaphthalene-2-carbonitrile